methyl 6-methoxy-2-oxo-3,4-dihydro-1H-quinoline-3-carboxylate COC=1C=C2CC(C(NC2=CC1)=O)C(=O)OC